4-FLUORO-3-(MORPHOLINE-4-CARBONYL)PHENYLBORONIC ACID FC1=C(C=C(C=C1)B(O)O)C(=O)N1CCOCC1